4-bromo-1-fluoro-2-(trifluoromethoxy)benzene BrC1=CC(=C(C=C1)F)OC(F)(F)F